ClCC(=O)N(N)C(C1=CC=CC=C1)=O N-(2-chloroacetyl)benzohydrazide